ClC1=CC(=C(C=C1)C1CCN(CC1)C1=C(C=CC=C1)CO)F (2-(4-(4-chloro-2-fluorophenyl)piperidin-1-yl)phenyl)methanol